(9Z)-13-hydroxyoctadec-9-enoic acid OC(CC\C=C/CCCCCCCC(=O)O)CCCCC